furanone formylformate C(=O)C(=O)O.O1C(CC=C1)=O